2'-chloro-5'-methoxy-N-{5-[(5-methoxypyridin-2-yl)carbamoyl]-1,3,4-thiadiazol-2-yl}-6-methyl-[4,4'-bipyridine]-3-carboxamide ClC1=NC=C(C(=C1)C1=C(C=NC(=C1)C)C(=O)NC=1SC(=NN1)C(NC1=NC=C(C=C1)OC)=O)OC